ammonium methyl-anthracenesulfonic acid CC1=C(C2=CC3=CC=CC=C3C=C2C=C1)S(=O)(=O)O.[NH4+]